8-methoxy-3-(2-(2-methoxyphenoxy)quinolin-6-yl)-2-thioxo-2,3-dihydro-4H-pyrido[2,3-e][1,3]oxazin-4-one COC1=CC=NC=2C(N(C(OC21)=S)C=2C=C1C=CC(=NC1=CC2)OC2=C(C=CC=C2)OC)=O